1-bromo-3-(prop-1-en-2-yl)benzene BrC1=CC(=CC=C1)C(=C)C